ClC1=CC=C(COC2=CC(=C(C=C2)C#CC(CNO)C(F)(F)F)OCOC)C=C1 N-(4-(4-((4-chlorobenzyl)oxy)-2-(methoxymethoxy)phenyl)-2-(trifluoromethyl)but-3-yn-1-yl)hydroxylamine